(3aR,6aS)-hexahydrocyclopenta[c]pyrrol C1NC[C@H]2C1=CCC2